NC(C(=O)OC(C)(C)C)CC1CCC1 tert-butyl 2-amino-3-cyclobutylpropionate